C(C)(C)(C)OC(\C=C\C1=CC=C(C=C1)CO)=O (E)-3-(4-(hydroxymethyl)phenyl)acrylic acid tert-butyl ester